2-(5-(8-methoxy-[1,2,4]triazolo[1,5-a]pyridin-6-yl)-4-(2,2,2-trifluoroethyl)-1H-pyrazol-3-yl)-4-methyl-5-((1S,4S)-5-methyl-2,5-diazabicyclo[2.2.1]heptan-2-yl)thiazole COC=1C=2N(C=C(C1)C1=C(C(=NN1)C=1SC(=C(N1)C)N1[C@@H]3CN([C@H](C1)C3)C)CC(F)(F)F)N=CN2